butyl (2S,5S)-2,3-dihydro-2,5-methanobenzo[f][1,4]oxazepine-4(5H)-carboxylate O1[C@@H]2CN([C@H](C3=C1C=CC=C3)C2)C(=O)OCCCC